4-(N,N-dimethyl)aminobenzaldehyde CN(C)C1=CC=C(C=O)C=C1